ClC=1C=C(C=O)C=C(N1)Cl 2,6-dichloroisonicotinaldehyde